C(C)(=O)C=1C(NC2=NC(=CC=C2C1C)N1CCOCC1)=O 3-acetyl-4-methyl-7-morpholino-1,8-naphthyridin-2(1H)-one